benzyl[(5S)-5-[(tertbutoxycarbonyl)amino]-6-{[butyl (2-thienylmethyl)carbamoyl]oxy}hexyl]carbamate C(C1=CC=CC=C1)OC(NCCCC[C@@H](COC(N(CC=1SC=CC1)CCCC)=O)NC(=O)OC(C)(C)C)=O